6-(Azetidin-1-yl)-N-(2-ethoxy-6-propoxybenzene-1-sulfonyl)-4-fluoro-1-benzofuran-2-carboxamide N1(CCC1)C1=CC2=C(C=C(O2)C(=O)NS(=O)(=O)C2=C(C=CC=C2OCCC)OCC)C(=C1)F